tert-butyl 3-(methylsulfonamido)-2-((((R)-4-(((trifluoromethyl)sulfonyl)oxy)cyclohex-3-en-1-yl)oxy)methyl)piperidine-1-carboxylate CS(=O)(=O)NC1C(N(CCC1)C(=O)OC(C)(C)C)CO[C@H]1CC=C(CC1)OS(=O)(=O)C(F)(F)F